FC1=C(C=C(C=C1F)[C@H]1[C@@H](C1)B1OC(C(O1)(C)C)(C)C)N1N=CC(=C1)OC trans-1-(2,3-Difluoro-5-(2-(4,4,5,5-tetramethyl-1,3,2-dioxaborolan-2-yl)cyclopropyl)phenyl)-4-methoxy-1H-pyrazole